C(#N)C1(CC12CC2)C=2C=C1C=C(N=CC1=CC2)NC(=O)C2CC(C2)C(C)(C)O N-(6-(1-cyanospiro[2.2]pentan-1-yl)isoquinolin-3-yl)-3-(2-hydroxypropan-2-yl)cyclobutane-1-carboxamide